6-bromo-N-(4-((5-methoxy-2-(piperazin-1-yl)pyrimidin-4-yl)amino)-3-methylphenyl)picolinamide BrC1=CC=CC(=N1)C(=O)NC1=CC(=C(C=C1)NC1=NC(=NC=C1OC)N1CCNCC1)C